CC1=NN=C(O1)[C@H]1[C@@H](CC1)C=1NC(C2=C(N1)N(N=C2C#N)[C@@H](C)C=2C=NC(=CC2)C(F)(F)F)=O 6-((1R,2R)-2-(5-methyl-1,3,4-oxadiazol-2-yl)cyclobutyl)-4-oxo-1-((S)-1-(6-(trifluoromethyl)-pyridin-3-yl)ethyl)-4,5-dihydro-1H-pyrazolo[3,4-d]pyrimidine-3-carbonitrile